2-(Methylsulfonyl)-N-({5-[4-(trifluoromethoxy)phenyl]-1H-imidazol-2-yl}methyl)-8-(trifluoromethyl)pyrazolo[1,5-a][1,3,5]triazin-4-amine CS(=O)(=O)C1=NC=2N(C(=N1)NCC=1NC(=CN1)C1=CC=C(C=C1)OC(F)(F)F)N=CC2C(F)(F)F